(12aR)-9-bromo-10-chloro-8-iodo-1,2,3,4,12,12a-hexahydro-6H-pyrazino[2,1-c][1,4]benzoxazepine BrC1=C(C2=C(CN3[C@@H](CO2)CNCC3)C=C1I)Cl